1,2,3,4-tetrahydronaphthalen-1-ol C1(CCCC2=CC=CC=C12)O